COCCN1CCNCC1 2-methoxyethyl-piperazine